O1CCC(C=C1)C1=C(C#N)C=C(C=C1)[N+](=O)[O-] 2-(3,4-dihydro-2H-pyran-4-yl)-5-nitrobenzonitrile